FC1=C(C=CC=C1)C1=CC(NC=C1)=O 4-(2-fluorophenyl)pyridin-2(1H)-one